BrC#CCC(C(=O)OC)(C(=O)OC)CC#CC dimethyl 2-(3-bromoprop-2-ynyl)-2-but-2-ynylpropanedioate